Isooctanoic acid iron [Fe].C(CCCCC(C)C)(=O)O